Ethyl (1R,2S)-2-[5-amino-2-chloro-4-(trifluoromethyl)phenyl]cyclopropane-1-carboxylate NC=1C(=CC(=C(C1)[C@@H]1[C@@H](C1)C(=O)OCC)Cl)C(F)(F)F